C(C)(C)(C)OC(=O)N1C(C=2NC3=CC=CC=C3C2CC1)OCC1=C(C=C(C=C1)Cl)F ((4-chloro-2-fluorobenzyl)oxy)-1,3,4,9-tetrahydro-2H-pyrido[3,4-b]indole-2-carboxylic acid tert-butyl ester